4-((2S,4R)-4-hydroxy-2-methylpyrrolidine-1-carbonyl)-N-(3-((S)-1-((4-methyl-4H-1,2,4-triazol-3-yl)thio)ethyl)phenyl)picolinamide O[C@@H]1C[C@@H](N(C1)C(=O)C1=CC(=NC=C1)C(=O)NC1=CC(=CC=C1)[C@H](C)SC1=NN=CN1C)C